8-(4-(difluoromethoxy)phenyl)-2-(methylamino)-6-(quinolin-6-yl)pyrido[4,3-d]pyrimidin-7(6H)-one FC(OC1=CC=C(C=C1)C=1C(N(C=C2C1N=C(N=C2)NC)C=2C=C1C=CC=NC1=CC2)=O)F